2,N-dicyclohexyl-2-[2-(3-methanesulfonyl-phenyl)-benzimidazol-1-yl]-acetamide hydrogen chloride Cl.C1(CCCCC1)C(C(=O)NC1CCCCC1)N1C(=NC2=C1C=CC=C2)C2=CC(=CC=C2)S(=O)(=O)C